FC=1C=C(CN[C@@H]2CCO[C@]23O[C@@H]([C@@H]([C@@H]([C@H]3O)N3N=NC(=C3)C3=CC(=C(C(=C3)F)F)F)O)CO)C=CC1 (4R,5S,7R,8R,9S,10R)-4-((3-fluorobenzyl)amino)-7-(hydroxymethyl)-9-(4-(3,4,5-trifluorophenyl)-1H-1,2,3-triazol-1-yl)-1,6-dioxaspiro[4.5]decane-8,10-diol